7-[4-(4-benzo[b]thiophen-4-ylpiperazin-1-yl)butoxy]-1H-quinolin-2-one S1C2=C(C=C1)C(=CC=C2)N2CCN(CC2)CCCCOC2=CC=C1C=CC(NC1=C2)=O